trans-2-(2-(2-methylallyl)-1,3-dithian-2-yl)-3-phenyl-4-(o-tolyl)cyclobut-2-ene-1-carboxylic acid methyl ester COC(=O)[C@@H]1C(=C([C@H]1C1=C(C=CC=C1)C)C1=CC=CC=C1)C1(SCCCS1)CC(=C)C